O-((6-chloropyridin-3-yl) methyl) dimethylaminothiocarboxylate CN(C)C(=S)OCC=1C=NC(=CC1)Cl